tert-butyl 1-(4-(3-chloro-2-(pyrrolidin-1-yl) phenoxy) piperidine-1-carbonyl)-1H-pyrazole-3-carboxylate ClC=1C(=C(OC2CCN(CC2)C(=O)N2N=C(C=C2)C(=O)OC(C)(C)C)C=CC1)N1CCCC1